N1=CC=CC=2NCCCC12 5,6,7,8-tetrahydro-1,5-naphthyridin